C(C1=CC=CC=C1)OC(=O)NC1C[C@@H](N(CC1)C(=O)OC(C)(C)C)C tert-butyl (2S)-4-[[(benzyloxy)carbonyl]amino]-2-methylpiperidine-1-carboxylate